2-chloro-6-methyl-N-(1-(3,4,5-trimethoxyphenyl)-1H-imidazol-4-yl)thieno[3,2-d]pyrimidin-4-amine ClC=1N=C(C2=C(N1)C=C(S2)C)NC=2N=CN(C2)C2=CC(=C(C(=C2)OC)OC)OC